BrC=1C2=C(SC1C(F)(F)P(OCC)(OCC)=O)C(=CC(=C2)C(N)=O)OCCCS(N)(=O)=O diethyl ((3-bromo-5-carbamoyl-7-(3-sulfamoylpropoxy)benzo[b]thiophen-2-yl)difluoromethyl)phosphonate